(3S,4S)-2-(4-methylbenzyl)-N-(3-morpholinophenyl)-1-oxo-3-(4-(trifluoromethyl)phenyl)-1,2,3,4-tetrahydroisoquinoline-4-carboxamide CC1=CC=C(CN2C(C3=CC=CC=C3[C@@H]([C@H]2C2=CC=C(C=C2)C(F)(F)F)C(=O)NC2=CC(=CC=C2)N2CCOCC2)=O)C=C1